4-[[3-(3-fluoro-4-methoxyphenyl)imidazo[1,2-a]pyrazin-8-yl]amino]-N-[(4-hydroxypiperidin-4-yl)methyl]-2-methylbenzamide FC=1C=C(C=CC1OC)C1=CN=C2N1C=CN=C2NC2=CC(=C(C(=O)NCC1(CCNCC1)O)C=C2)C